2-[6-[(4-tert-butyloxazol-2-yl)methyl]-2,6-diazaspiro[3.3]heptane-2-carbonyl]-2,5-diazaspiro[3.4]octan-6-one C(C)(C)(C)C=1N=C(OC1)CN1CC2(CN(C2)C(=O)N2CC3(C2)NC(CC3)=O)C1